NC1=NC=C(C=C1C1=C(C=C(C=C1)C1(C(C(=C(N(C1)C(C)C)C(=O)N)C1=CC=C(C=C1)F)=O)C(=O)O)F)C1=CC(=C(C=C1)OC)OC 5-(4-(2-amino-5-(3,4-dimethoxyphenyl)pyridin-3-yl)-3-fluorophenyl)-3-(4-fluorophenyl)-1-isopropyl-4-oxo-1,4-dihydropyridine-2,5-dicarboxylic acid amide